pentachlorovalerone ClC(CCCC(=O)CCCC(Cl)(Cl)Cl)Cl